4-(((2S,3R,7S)-5-((5-chloropyridin-2-yl)sulfonyl)-2-methyl-1-oxa-5-azaspiro[2.4]Hept-7-yl)oxy)-2-fluorobenzonitrile ClC=1C=CC(=NC1)S(=O)(=O)N1C[C@@]2([C@@H](O2)C)[C@H](C1)OC1=CC(=C(C#N)C=C1)F